(3R)-3-{[9-fluoro-2-(3-methoxyphenyl)[1,2,4]triazolo[1,5-c]quinazolin-5-yl]amino}pyrrolidin-2-one FC1=CC=2C=3N(C(=NC2C=C1)N[C@H]1C(NCC1)=O)N=C(N3)C3=CC(=CC=C3)OC